1-(aminomethyl)-5-((methyl-d3)amino)-4-oxo-3,4-dihydropyridine NCN1CCC(C(=C1)NC([2H])([2H])[2H])=O